C1(CC1)C1=C(C(=NO1)C(F)(F)F)C1=NOC(=N1)[C@@H]1CC12CCN(CC2)S(=O)(=O)N (1R)-1-{3-[5-Cyclopropyl-3-(trifluoromethyl)isoxazol-4-yl]-1,2,4-oxadiazol-5-yl}-6-azaspiro[2.5]octan-6-sulfonamid